4-ethynyl-5-methyl-1-(5-methylpyridin-2-yl)-1H-imidazole-2-carboxamide C(#C)C=1N=C(N(C1C)C1=NC=C(C=C1)C)C(=O)N